[Si](C)(C)(C(C)(C)C)OC12CCC(CC1)(C2)COC2=NN=C(S2)NC(=O)C=2C=NC(=CC2C2=C(C=CC=C2OC)F)C N-(5-((4-((tert-butyldimethylsilyl)oxy)bicyclo(2.2.1)heptan-1-yl)methoxy)-1,3,4-thiadiazol-2-yl)-4-(2-fluoro-6-methoxyPhenyl)-6-methylpyridine-3-carboxamide